N-(3-(1-(4-chlorophenyl)-1H-pyrazol-4-yl)-5-fluorobenzyl)-8-cyclopentyl-7H-purine-6-carboxamide ClC1=CC=C(C=C1)N1N=CC(=C1)C=1C=C(CNC(=O)C2=C3NC(=NC3=NC=N2)C2CCCC2)C=C(C1)F